2-((S)-3-(2-((R)-1-hydroxyethyl)-6-(benzenesulfonyl)imidazo[4,5-d]Pyrrolo[2,3-b]Pyridin-1(6H)-yl)pyrrolidin-1-yl)-N-(2,2,2-trifluoroethyl)butanamide O[C@H](C)C1=NC=2C(=C3C(=NC2)N(C=C3)S(=O)(=O)C3=CC=CC=C3)N1[C@@H]1CN(CC1)C(C(=O)NCC(F)(F)F)CC